O=C1N(CCC(N1)=O)C1=CC(=C(CN2CCC(CC2)C=2SC3=C(N2)C=C(C(=C3)NC(C3=CN=C(C=C3)C(F)(F)F)=O)C(C)(C)O)C=C1)F N-(2-(1-(4-(2,4-dioxotetrahydropyrimidin-1(2H)-yl)-2-fluorobenzyl)piperidin-4-yl)-5-(2-hydroxypropan-2-yl)benzo[d]thiazol-6-yl)-6-(trifluoromethyl)nicotinamide